N[C@@H](CCC(=O)O)C(=O)OC(C)(C)C (4S)-4-amino-5-tert-butoxy-5-oxopentanoic acid